FC1=C(C=CC=C1)C1=C(C(=NC2=CC(=CC=C12)C1=CC=NN1C)N1CC2(CN(C2)C(C=C)=O)CC1)C 1-(6-(4-(2-fluorophenyl)-3-methyl-7-(1-methyl-1H-pyrazol-5-yl)-2-quinolinyl)-2,6-diazaspiro[3.4]octan-2-yl)-2-propen-1-one